2-(trimethylsilyl)ethyl 2-amino-5-(((tert-butoxycarbonyl)amino)methyl)benzoate NC1=C(C(=O)OCC[Si](C)(C)C)C=C(C=C1)CNC(=O)OC(C)(C)C